ClC=1C=CC(=C(C1)C1=CC(=C(N=N1)SCCO)NC1=CC(=NC=C1)NC(=O)C1CC(C1)N1CCN(CC1)CC)F N-(4-{[6-(5-chloro-2-fluorophenyl)-3-[(2-hydroxy-ethyl)sulfanyl]pyridazin-4-yl]-amino}pyridin-2-yl)-3-(4-ethylpiperazin-1-yl)cyclobutane-1-carboxamide